BrC(C(=O)C1=CC=C(C=C1)C(C)(C)C)SC(F)(F)F 2-bromo-2-(trifluoromethylthio)p-tert-butylacetophenone